ethyl 6-(bromomethyl)-2-(thiazol-2-yl)-4-(2,3,4-trifluorophenyl)-1,4-dihydropyrimidine-5-carboxylate BrCC1=C(C(N=C(N1)C=1SC=CN1)C1=C(C(=C(C=C1)F)F)F)C(=O)OCC